tert-butyl 3-[(3R)-3-piperidyl]azetidine-1-carboxylate N1C[C@H](CCC1)C1CN(C1)C(=O)OC(C)(C)C